glycerol phytanate C(CC(C)CCCC(C)CCCC(C)CCCC(C)C)(=O)OCC(O)CO